P(O)(=O)(OP(=O)(O)OP(=O)(O)O)OCC1=C[C@H]([C@@H](O1)N1C(=O)N=C(N)C=C1)O 3'-Deoxy-3',4'-didehydro-cytidine-5'-triphosphate